2-Ethyl 3-methyl-2-(3-(4-oxopiperidin-1-yl)isoxazol-5-yl)butanoate CC(C(C(=O)OCC)C1=CC(=NO1)N1CCC(CC1)=O)C